CC1=C(C=CC=C1)C1=NOC(=N1)C1=CC2=C(N(N=N2)CC(C)C)C=C1 5-[3-(2-methylphenyl)-1,2,4-oxadiazol-5-yl]-1-(2-methylpropyl)-1H-1,2,3-benzotriazole